(2S)-2-amino-3-(4-(7-((3'-methoxy-[1,1'-biphenyl]-4-yl)methyl)-7H-pyrrolo[2,3-d]pyrimidin-4-yl)cyclohex-3-en-1-yl)propanoic acid hydrochloride Cl.N[C@H](C(=O)O)CC1CC=C(CC1)C=1C2=C(N=CN1)N(C=C2)CC2=CC=C(C=C2)C2=CC(=CC=C2)OC